2,2-dimethyl-2,3-dihydro-1-benzofuran-7-carboxylic acid CC1(OC2=C(C1)C=CC=C2C(=O)O)C